6-(2-chloro-5-fluoropyrimidin-4-yl)-4-(2-hydroxyethyl)-3-methylisoindol-1-one ClC1=NC=C(C(=N1)C1=CC(=C2C(=NC(C2=C1)=O)C)CCO)F